FC(C1=CC=C(C=C1)N1N=NC(=C1COC1=CC=C(N=N1)N1CC(N(CC1)CCN1CCC(CC1)(F)F)=O)C)F 4-(6-((1-(4-(Difluoromethyl)phenyl)-4-methyl-1H-1,2,3-triazol-5-yl)methoxy)pyridazine-3-yl)-1-(2-(4,4-difluoropiperidin-1-yl)ethyl)piperazin-2-one